(3E,5S)-5-(hydroxymethyl)-1-[(2'-methyl-1,1'-biphenyl-4-yl)carbonyl]pyrrolidin-3-one O-methyloxime CO\N=C/1\CN([C@@H](C1)CO)C(=O)C1=CC=C(C=C1)C1=C(C=CC=C1)C